C(C1=CC=CC=C1)(=O)N[C@H](C(=O)O)CCCCO (S)-2-benzamido-6-hydroxyhexanoic acid